8-chloro-5,10-dihydro-11H-dibenzo[b,e][1,4]-diazepine ClC=1C=CC2=C(NCC3=C(N2)C=CC=C3)C1